FC(OC1=CC=C(C=C1)C1=C2C(=C(N=N1)N)C=NC=C2)(F)F 1-(4-(trifluoromethoxy)phenyl)pyrido[3,4-d]pyridazin-4-amine